C(#N)C1=C(C=C(CNC(OC(C)(C)C)=O)C=C1)F tert-butyl (4-cyano-3-fluorobenzyl)carbamate